BrC1=CC=C(C=N1)N1CCC2(CC1)CC1=CC=CC=C1[C@H]2N[S@](=O)C(C)(C)C (R)-N-[(3S)-1'-(6-bromopyridin-3-yl)-1,3-dihydrospiro[indene-2,4'-piperidin]-3-yl]-2-methylpropan-2-sulfinamide